NC1=CC=CC(=N1)S(=O)(=O)NC(=O)C=1C(=NC(=CC1)C1=C(C=C(C=C1)F)O)OC1=C(C=C(C=C1C)C)C N-[(6-Amino-2-pyridyl)sulfonyl]-6-(4-fluoro-2-hydroxyphenyl)-2-(2,4,6-trimethylphenoxy)pyridin-3-carboxamid